ClC1=C2C(=NC=C1C#N)N(C(=C2)C=2C=NN(C2)CC2CCOCC2)S(=O)(=O)C2=CC=C(C)C=C2 4-chloro-2-(1-((tetrahydro-2H-pyran-4-yl)methyl)-1H-pyrazol-4-yl)-1-p-toluenesulfonyl-1H-pyrrolo[2,3-b]pyridine-5-carbonitrile